5-[[6-[5-[(1R)-1-benzyloxy-1-(trifluoromethyl)but-3-enyl]-1,3,4-oxadiazol-2-yl]-5-nitro-3-(trifluoromethyl)-2-pyridinyl]amino]-5-methyl-hex-1-en-3-ol C(C1=CC=CC=C1)O[C@@](CC=C)(C(F)(F)F)C1=NN=C(O1)C1=C(C=C(C(=N1)NC(CC(C=C)O)(C)C)C(F)(F)F)[N+](=O)[O-]